N=1CC(C=C2CCCCC12)=O 5,6,7,8-tetrahydroquinolin-3-one